tert-butyl (R)-4-((R)-3-((tert-butoxycarbonyl)(methyl)amino)pyrrolidin-1-yl)-2-chloro-7-ethyl-6,7-dihydro-8H-pyrimido[5,4-b][1,4]oxazine-8-carboxylate C(C)(C)(C)OC(=O)N([C@H]1CN(CC1)C1=NC(=NC2=C1OC[C@H](N2C(=O)OC(C)(C)C)CC)Cl)C